FC=1C=2N(C=C(C1)C1=CNC=3N=C(N=CC31)N[C@@H](C(F)(F)F)C)C(=CN2)CO (R)-(8-fluoro-6-(2-((1,1,1-trifluoropropan-2-yl)amino)-7H-pyrrolo[2,3-d]pyrimidin-5-yl)imidazo[1,2-a]pyridin-3-yl)methanol